(5-chloro-4-(5,5-dimethyl-5,6-dihydro-4H-pyrrolo[1,2-b]pyrazol-3-yl)pyridin-2-yl)iminodicarboxylic acid di-tert-butyl ester C(C)(C)(C)OC(=O)N(C(=O)OC(C)(C)C)C1=NC=C(C(=C1)C1=C2N(N=C1)CC(C2)(C)C)Cl